C(C)(C)C1=NC=C(C=N1)C(=O)NC=1C(=NC=CC1C1=CC=CC=C1)C1CCOCC1 2-isopropyl-N-(4-phenyl-2-tetrahydropyran-4-yl-3-pyridyl)pyrimidine-5-carboxamide